ClC1=C(C=C(C=C1)C1(C(C(CCC1)(C)O)=O)NC)OC(F)(F)F 2-(4-chloro-3-(trifluoromethoxy)phenyl)-6-hydroxy-6-methyl-2-methylamino-cyclohexan-1-one